(18S)-18-[(triphenylmethoxy)methyl]-17-oxa-4,14,21-triazahexacyclo[19.6.1.1^{7,14}.0^{2,6}.0^{8,13}.0^{22,27}]nonacosa-1(28),2(6),7(29),8,10,12,22(27),23,25-nonaene-3,5-dione C1(=CC=CC=C1)C(OC[C@H]1OCCN2C3=CC=CC=C3C(C=3C(NC(C3C=3C=4C=CC=CC4N(CC1)C3)=O)=O)=C2)(C2=CC=CC=C2)C2=CC=CC=C2